BrC1=C(C=CC(=C1)C(=O)NN)C1=CC=C(C=C1)C(=O)NN 2-bromo-4,4'-biphenyl-dicarboxylic acid dihydrazide